3-(5-(Tert-butyl)-3-(4-(chloromethyl)phenyl)-3H-imidazo[4,5-b]pyridin-2-yl)pyridin-2-amine C(C)(C)(C)C1=CC=C2C(=N1)N(C(=N2)C=2C(=NC=CC2)N)C2=CC=C(C=C2)CCl